N-octadecylanilinium tetrakis(perfluoronaphthalen-2-yl)borate FC1=C(C(=C(C2=C(C(=C(C(=C12)F)F)F)F)F)F)[B-](C1=C(C2=C(C(=C(C(=C2C(=C1F)F)F)F)F)F)F)(C1=C(C2=C(C(=C(C(=C2C(=C1F)F)F)F)F)F)F)C1=C(C2=C(C(=C(C(=C2C(=C1F)F)F)F)F)F)F.C(CCCCCCCCCCCCCCCCC)[NH2+]C1=CC=CC=C1